2-methyl-1,4,8,11-tetraazacyclotetradecane CC1NCCCNCCNCCCNC1